tert-butyl 4-[[1-(6-hydroxy-3-pyridyl) azetidin-3-yl]methyl]piperidine-1-carboxylate OC1=CC=C(C=N1)N1CC(C1)CC1CCN(CC1)C(=O)OC(C)(C)C